3-(3-methyl-2-oxopyrrolidin-3-yl)-N-(2-oxo-2-((4-(3-(pyridin-4-yl)phenyl)thiazol-2-yl)amino)ethyl)benzamide CC1(C(NCC1)=O)C=1C=C(C(=O)NCC(NC=2SC=C(N2)C2=CC(=CC=C2)C2=CC=NC=C2)=O)C=CC1